(S)-7-amino-N-(4-amino-1-(3-(methylamino)phenyl)-4-oxobutyl)-5-(4-(trifluoromethyl)phenyl)-3,4-dihydroisoquinoline-2(1H)-carboxamide NC1=CC(=C2CCN(CC2=C1)C(=O)N[C@@H](CCC(=O)N)C1=CC(=CC=C1)NC)C1=CC=C(C=C1)C(F)(F)F